1-(7-methylpyrazolo[1,5-a]pyridin-3-yl)isoquinoline CC1=CC=CC=2N1N=CC2C2=NC=CC1=CC=CC=C21